pyrido[4,3-b]azepin-2-one N1=C2C(=CC=CC1=O)C=NC=C2